CO[C@H]1CC[C@H](CC1)C1CN(C1)[C@@H]1[C@H](CCC1)OC=1C=C2CN(C(C2=CC1)=O)C1C(NC(CC1)=O)=O 3-(5-(((1S,2S)-2-(3-((cis)-4-methoxycyclohexyl)azetidin-1-yl)cyclopentyl)oxy)-1-oxoisoindolin-2-yl)piperidine-2,6-dione